CN1C=C(C2=CC=CC=C12)C1=NC(=NC=C1OCC1=CC=CC=C1)Cl 1-methyl-3-(5-benzyloxy-2-chloro-4-pyrimidyl)indole